(N-methoxy)amine CON